1-(tert-butyl)-5-fluoro-N-(2-fluoro-4-methyl-5-(4,4,5,5-tetramethyl-1,3,2-dioxaborolan-2-yl)phenyl)-1H-pyrazole-4-carboxamide C(C)(C)(C)N1N=CC(=C1F)C(=O)NC1=C(C=C(C(=C1)B1OC(C(O1)(C)C)(C)C)C)F